12-chloro-2,6,10-trimethyl-2,6,9-dodecatriene ClCCC(=CCC=C(CCC=C(C)C)C)C